C(C)(=O)O.C(C)(=O)OCC ethyl acetate (acetate)